N-[(5R)-4-(2,2-dimethylpropanoyl)-5-[[2-(ethylamino)ethylsulfonylamino]methyl]-5-phenyl-1,3,4-thiadiazol-2-yl]-2,2-dimethylpropanamide CC(C(=O)N1N=C(S[C@]1(C1=CC=CC=C1)CNS(=O)(=O)CCNCC)NC(C(C)(C)C)=O)(C)C